C(=O)(O)CN([C@H]1[C@@H](CCCC1)N(CC(=O)O)CC1=CC=C(C=C1)CC(=O)O)CC(=O)O 4-[[[(1R,2R)-2-[bis(carboxymethyl)amino]cyclohexyl](carboxymethyl)amino]methyl]-phenylacetic acid